NC=1N=NC(=CC1N1C[C@@H](CCC1)C1=CC=C(C(=O)N2CCC(CC2)CN2CCC(CC2)N2C(=CC3=C(C=CC=C23)N2C(NC(CC2)=O)=O)C)C=C1)C1=C(C=CC=C1)O (S)-1-(1-(1-((1-(4-(1-(3-amino-6-(2-hydroxyphenyl)pyridazin-4-yl)piperidin-3-yl)benzoyl)piperidin-4-yl)methyl)piperidin-4-yl)-2-methyl-1H-indol-4-yl)dihydropyrimidine-2,4(1H,3H)-dione